3-((2r,5s)-4-(6-cyano-1-methyl-2-oxo-1,2-dihydropyrido[3,2-d]pyrimidin-4-yl)-2,5-diethylpiperazin-1-yl)-N-(2-methoxyethyl)-N-methyl-3-(4-(trifluoromethyl)phenyl)propionamide C(#N)C=1C=CC=2N(C(N=C(C2N1)N1C[C@H](N(C[C@@H]1CC)C(CC(=O)N(C)CCOC)C1=CC=C(C=C1)C(F)(F)F)CC)=O)C